BrC1=CC=C(C=C1)N1C=C(C(=C1)C1=CC=C(C=C1)F)C=O (4-bromophenyl)-4-(4-fluorophenyl)-1H-pyrrole-3-carbaldehyde